4,4-diaminobutyric acid NC(CCC(=O)O)N